1,4-diethoxy-1,4-difluorobutane C(C)OC(CCC(F)OCC)F